CN1N=C(C2=CC=C(C=C12)C=1CCNCC1)N1C(NC(CC1)=O)=O 1-(1-methyl-6-(1,2,3,6-tetrahydropyridin-4-yl)-1H-indazol-3-yl)dihydropyrimidine-2,4(1H,3H)-dione